C1(=CC=CC=C1)S(=O)(=O)N1C=C(C=2C1=NC=CC2C2=CC=C(N)C=C2)CC 4-[1-(Benzenesulfonyl)-3-ethyl-pyrrolo[2,3-b]pyridin-4-yl]aniline